FC1(CC(C1)OC=1N=CC(=NC1)N)F 5-(3,3-difluorocyclobutyl)oxypyrazin-2-amine